F[C@H]1CN(CC[C@H]1NC1=NN2C(C(=N1)OC)=C(C=C2)C=2C=CC1=C(N(N=N1)CC(F)(F)F)C2)CCOC N-((3S,4R)-3-fluoro-1-(2-methoxyethyl)piperidin-4-yl)-4-methoxy-5-(1-(2,2,2-trifluoroethyl)-1H-benzo[d][1,2,3]triazol-6-yl)pyrrolo[2,1-f][1,2,4]triazin-2-amine